(2S,5S)-5-((S)-2-Acetylamino-2-cyclohexyl-acetylamino)-4-oxo-1,2,4,5,6,7-hexahydro-azepino[3,2,1-hi]indole-2-carboxylic acid (1H-[1,2,3]triazol-4-ylmethyl)-amide N1N=NC(=C1)CNC(=O)[C@H]1N2C3=C(C=CC=C3C1)CC[C@@H](C2=O)NC([C@H](C2CCCCC2)NC(C)=O)=O